NC=1C=CC(=C(C#N)C1)C1=C2C(=NC=C1)N(C=C2)S(=O)(=O)C2=CC=CC=C2 5-Amino-2-[1-(benzenesulfonyl)pyrrolo[2,3-b]pyridin-4-yl]benzonitrile